(5-bromo-2-methyl-1,3-benzothiazol-6-yl)hydrazine BrC=1C(=CC2=C(N=C(S2)C)C1)NN